C(C)(C)(C)OC(=O)N1C[C@@H](N(CC1)C1=CC=NC2=CC=C(C=C12)C=1C=NC(=C(C1)NS(=O)(=O)C1=C(C=C(C=C1F)F)F)OC)C (S)-4-(6-(6-methoxy-5-((2,4,6-trifluorophenyl)sulfonamido)pyridin-3-yl)quinolin-4-yl)-3-Methylpiperazine-1-carboxylic acid tert-butyl ester